1-Allyl-4-oxo-3,4-dihydro-1H-2,1-benzothiazin C(C=C)N1SCC(C2=C1C=CC=C2)=O